1-carbamoylethylene C(N)(=O)C=C